C(C1=CC=CC=C1)(=O)SC1=CC=C(C=C1)C S-(p-tolyl) thiobenzoate